2-(benzyl-(2-hydroxyethyl)amino)-1-(pyridin-2-yl)ethane-1-d-1-ol-d C(C1=CC=CC=C1)N(CC(O[2H])([2H])C1=NC=CC=C1)CCO